2-acryloyloxyethyl cyclohexanedicarboxylate C1(CCCCC1)(C(=O)OCCOC(C=C)=O)C(=O)[O-]